N[C@@H]1CN(CCC1)C1=C2C(=NC=C1NC(=O)C1=NC(=C(C=C1)F)C1=C(C=C(C=C1F)SC)F)C(CC2)O N-{4-[(3S)-3-aminopiperidin-1-yl]-7-hydroxy-6,7-dihydro-5H-cyclopenta[b]pyridin-3-yl}-6-[2,6-difluoro-4-(methylthio)phenyl]-5-fluoropyridine-2-carboxamide